(R)-2-(4-((2-methoxyethyl)(methyl)amino)phenyl)-N-(1-(5-(trifluoromethyl)pyridin-3-yl)pyrrolidin-3-yl)acetamide COCCN(C1=CC=C(C=C1)CC(=O)N[C@H]1CN(CC1)C=1C=NC=C(C1)C(F)(F)F)C